C(#N)C1=CC(=C(C=C1)COC1=CC(=CC(=N1)C1=CC(=C(C=C1)CC=1N(C2=C(N1)C=CC(=C2)C(=O)OC)CCOC)F)F)OC methyl 2-[[4-[6-[(4-cyano-2-methoxy-phenyl)methoxy]-4-fluoro-2-pyridyl]-2-fluoro-phenyl]methyl]-3-(2-methoxyethyl)benzimidazole-5-carboxylate